7-chloro-3-(2,4-difluorophenyl)-3,4,8,11-tetrazatricyclo[7.3.0.02,6]dodeca-1(9),2(6),4,7-tetraene ClC=1C=2C=NN(C2C=2CNCC2N1)C1=C(C=C(C=C1)F)F